C(C)(=O)N1C(N(C2=C1C=CC(=C2)S(=O)(=O)N(C(C)=O)C2(CC2)CF)C2=NC(=NS2)C)=O N-[1-acetyl-3-(3-methyl-1,2,4-thiadiazol-5-yl)-2-oxo-benzoimidazol-5-yl]sulfonyl-N-[1-(fluoromethyl)cyclopropyl]acetamide